C(C)(C)(C)OC([C@H](CCC(=O)N(CC(=O)N(CC(=O)N(CC(=O)O)C)C)C)NC(CCCCCCCCCCCCCCCCC(=O)OC(C)(C)C)=O)=O 2-[[2-[[2-[[(4S)-5-tert-butoxy-4-[(18-tert-butoxy-18-oxo-octadecanoyl)amino]-5-oxo-pentanoyl]-methyl-amino]acetyl]-methyl-amino]acetyl]-methyl-amino]acetic acid